2-((3-((4-azido-2,3,5,6-tetrafluorobenzoyl)oxy)-2,2-bis(((4-azido-2,3,5,6-tetrafluorobenzoyl)oxy)methyl)propoxy)methyl)propane-1,3-diylbis(4-azido-2,3,5,6-tetrafluorobenzoate) N(=[N+]=[N-])C1=C(C(=C(C(=O)OCC(COCC(CC2(C(=O)[O-])C(C(=C(C(=C2F)F)N=[N+]=[N-])F)F)CC2(C(=O)[O-])C(C(=C(C(=C2F)F)N=[N+]=[N-])F)F)(COC(C2=C(C(=C(C(=C2F)F)N=[N+]=[N-])F)F)=O)COC(C2=C(C(=C(C(=C2F)F)N=[N+]=[N-])F)F)=O)C(=C1F)F)F)F